8-(methyl-d3)-2-(trifluoromethyl)-4H-pyrido[1,2-a]pyrimidin-4-one C(C1=CC=2N(C(C=C(N2)C(F)(F)F)=O)C=C1)([2H])([2H])[2H]